N-(1-(4-amino-7-(2-(difluoromethyl)pyridin-4-yl)pyrrolo[2,1-f][1,2,4]triazin-5-yl)piperidin-3-yl)-5-(difluoromethyl)-3-(2-morpholinoethoxy)thiophene-2-carboxamide NC1=NC=NN2C1=C(C=C2C2=CC(=NC=C2)C(F)F)N2CC(CCC2)NC(=O)C=2SC(=CC2OCCN2CCOCC2)C(F)F